C(C=C)C1N(CCC(C1)NC1=C(C(=NC2=C(C(=C(C=C12)Cl)Br)F)OC[C@H]1N(CCC1)C)N)C(=O)OC(C)(C)C tert-butyl 2-allyl-4-((3-amino-7-bromo-6-chloro-8-fluoro-2-(((S)-1-methylpyrrolidin-2-yl)methoxy)quinolin-4-yl)amino)piperidine-1-carboxylate